[Al](Cl)(Cl)Cl.[Ca] calcium-aluminum chloride